BrC=1C=CC(=NC1)NC(=O)[C@@H]1N(CCC1)C(=O)OC(C)(C)C tert-butyl (2R)-2-[(5-bromopyridin-2-yl)carbamoyl]pyrrolidine-1-carboxylate